4-bromo-1-ethyl-6-[3-methyl-1-(4-methyl-4H-1,2,4-triazol-3-yl)cyclobutyl]-1H-indole BrC1=C2C=CN(C2=CC(=C1)C1(CC(C1)C)C1=NN=CN1C)CC